ClC1=COC2=C1C=C(C(=C2F)NC2=C(C=C(C=C2)I)F)C(=O)NOCCO 3-Chloro-7-fluoro-6-((2-fluoro-4-iodophenyl)amino)-N-(2-hydroxyethoxy)benzofuran-5-carboxamide